[Ru](Cl)Cl.C1(=CC=CC=C1)C1=CC=NC2=C3N=CC=C(C3=CC=C12)C1=CC=CC=C1.C1(=CC=CC=C1)C1=CC=NC2=C3N=CC=C(C3=CC=C12)C1=CC=CC=C1.C1(=CC=CC=C1)C1=CC=NC2=C3N=CC=C(C3=CC=C12)C1=CC=CC=C1 tris(4,7-diphenyl-1,10-phenanthroline) ruthenium(II) dichloride